CO[Si](CCCNCCC[Si](OC)(OC)OC)(OC)OC bis[gamma-(trimethoxysilyl)propyl]amine